4-(phenylamino)anilinestearyllactic acid C1(=CC=CC=C1)NC1=CC=C(NCCCCCCCCCCCCCCCCCCC(C(=O)O)(O)C)C=C1